COC1=CC2=C(C=N1)NC(=N2)N 6-methoxy-3H-imidazo[4,5-c]pyridin-2-amine